ClC=1C=C(C=NC1N1N=CC=N1)NC(=O)[C@@H]1C[C@](C2=C1C=NC=1N2N=C(C1)F)(C)C=1C=NN(C1)CC (cis)-N-(5-chloro-6-(2H-1,2,3-triazol-2-yl)pyridin-3-yl)-8-(1-ethyl-1H-pyrazol-4-yl)-2-fluoro-8-methyl-7,8-dihydro-6H-cyclopenta[e]pyrazolo[1,5-a]pyrimidine-6-carboxamide